OC1=C(C=CC=C1)NC(CCCCC(=O)OC)=O methyl 6-[(2-hydroxyphenyl)amino]-6-oxohexanoate